4,4'-dinitrodiphenyl carbonate C1=CC(=CC=C1[N+](=O)[O-])OC(=O)OC2=CC=C(C=C2)[N+](=O)[O-]